ClC1=C(C2=C(C(N3[C@@H](CO2)CN(CC3)C(=O)OC(C)(C)C)=O)C(=N1)F)F tert-Butyl (R)-3-chloro-1,4-difluoro-12-oxo-6a,7,9,10-tetrahydro-6H-pyrazino[2,1-c]pyrido[3,4-f][1,4]oxazepine-8(12H)-carboxylate